3-(2,3-Dicarboxyphenyl)-6-[4-[4-(3-oxo-3-phenylprop-1-enyl)phenyl]phenoxy]phthalic acid C(=O)(O)C1=C(C=CC=C1C(=O)O)C1=C(C(C(=O)O)=C(C=C1)OC1=CC=C(C=C1)C1=CC=C(C=C1)C=CC(C1=CC=CC=C1)=O)C(=O)O